benzyl 4-[[3-[(1R,5S)-3-(3-amino-6-chloro-pyridazin-4-yl)-3,8-diazabicyclo[3.2.1]octan-8-yl]phenyl]methyl]piperazine-1-carboxylate NC=1N=NC(=CC1N1C[C@H]2CC[C@@H](C1)N2C=2C=C(C=CC2)CN2CCN(CC2)C(=O)OCC2=CC=CC=C2)Cl